4,7-dimercaptomethyl-1,11-dimercapto-3,6,9-trimethylundecane SCC(C(CCS)C)CC(C(CC(CCS)C)CS)C